C(C)(C)(C)OC(=O)N1CC=2C(CC1)=NN(C2NC(NCC(OC)OC)=O)C2=CC(=C(C(=C2)C)F)C 3-(2,2-Dimethoxyethylcarbamoylamino)-2-(4-fluoro-3,5-dimethylphenyl)-6,7-dihydro-4H-pyrazolo[4,3-c]Pyridine-5-carboxylic acid tert-butyl ester